O[C@@H]1C[C@H](CC1)CNC1=C(C=C(C=C1)S(=O)(=O)NC(C1=C(C=CC=C1)OC=1C=C2C(=NC1)NC=C2)=O)[N+](=O)[O-] N-{[4-({[(1S,3S)-3-hydroxycyclopentyl]methyl}amino)-3-nitrophenyl]sulfonyl}-2-(1H-pyrrolo[2,3-b]pyridin-5-yloxy)benzamide